ethyl 7-chloro-2-phenyl-1H-pyrrolo[3,2-b]pyridine-3-carboxylate ClC1=C2C(=NC=C1)C(=C(N2)C2=CC=CC=C2)C(=O)OCC